5-chloro-4-(2,5-dimethylmorpholin-4-yl)-2-(2-fluoro-4-pyridinyl)-1H-pyrimidin-6-one ClC1=C(N=C(NC1=O)C1=CC(=NC=C1)F)N1CC(OCC1C)C